bromo-6-(2-chloro-5-fluorophenyl)-3-(2,2-difluoroethyl)-6-hydroxy-7,8-dihydro-6H-imidazo[4,5-e]isoindol-8-one BrC=1N(C=2C(=C3C(NC(C3=CC2)(O)C2=C(C=CC(=C2)F)Cl)=O)N1)CC(F)F